1-(3,4-dichlorophenyl)-3-(4-(hydroxyamino)pyrimidin-2-yl)urea ClC=1C=C(C=CC1Cl)NC(=O)NC1=NC=CC(=N1)NO